C(C(=C)C)(=O)OCCOP(=O)([O-])[O-] 2-Methacryloyloxyethyl-phosphat